Perfluoroallyl Fluorosulfate S(=O)(=O)(OC(C(=C(F)F)F)(F)F)F